(2R,3R)-3-(3-(4-(3,4,5-trifluorobenzyloxy)phenyl)isoxazol-5-yl)-2-(2,4-difluorophenyl)-1-(1H-1,2,4-triazol-1-yl)butan-2-ol FC=1C=C(COC2=CC=C(C=C2)C2=NOC(=C2)[C@@H]([C@@](CN2N=CN=C2)(O)C2=C(C=C(C=C2)F)F)C)C=C(C1F)F